ClC=1C=C(C=CC1Cl)C=1N=C(SC1SC(C)C)N1N=C(C(=C1C(=O)O)C1=NC=CN=C1)C 1-(4-(3,4-dichlorophenyl)-5-(isopropylsulfanyl)thiazol-2-yl)-3-methyl-4-(pyrazin-2-yl)-1H-pyrazole-5-carboxylic acid